5-bromo-1-(pyridin-3-ylsulfonyl)-1H-pyrrole-3-carbaldehyde BrC1=CC(=CN1S(=O)(=O)C=1C=NC=CC1)C=O